CC1(CC(CC(C1)C)(C1=CC=C(C=C1)O)C1=CC=C(C=C1)O)C 4,4'-(3,3,5-trimethylcyclohexylidene)diphenol